1,2,3,4-tetrahydro-2,7-naphthyridin-2-yl-propane Gadolinium [Gd].C1N(CCC2=CC=NC=C12)CCC